OC1=CC=C(C=C1)CC(=O)NCC(=O)O 4-Hydroxyphenylacetylglycin